C(C)(C)(C)N(C(O)=O)CCC1CCC(CC1)[C@H](C)N(CC1=CC=CC=C1)CC1=CC=CC=C1.CN1N=C(C(=C1C)S(=O)(=O)N1CC(CC1)C=O)C (1-((1,3,5-trimethyl-1H-pyrazol-4-yl)sulfonyl)pyrrolidin-3-yl)methanone tert-butyl-{(1S,4r)-4-[(1S)-1-(dibenzylamino)ethyl]cyclohexyl}ethylcarbamate